tert-butyl 7-[(1R,9R)-5,10,10-trimethyl-6-(4,4,5,5-tetramethyl-1,3,2-dioxaborolan-2-yl)-3-azatricyclo[7.1.1.02,7]undeca-2,4,6-trien-4-yl]-2,7-diazaspiro[3.4]octane-2-carboxylate CC1=C(N=C2[C@H]3C([C@@H](CC2=C1B1OC(C(O1)(C)C)(C)C)C3)(C)C)N3CCC1(CN(C1)C(=O)OC(C)(C)C)C3